COC1=CC=C(C=C1)\N=C(/C#N)\C1=CC=C(C=C1)Br (Z)-alpha-(p-methoxyphenylimino)p-bromophenylacetonitrile